Triethylammonium 4-((4-((bis(4-methoxyphenyl)(phenyl)methoxy)methyl)-1-(6-(4-(pyren-1-yl)butanamido)hexanoyl)piperidin-4-yl)methoxy)-4-oxobutanoate COC1=CC=C(C=C1)C(OCC1(CCN(CC1)C(CCCCCNC(CCCC1=CC=C2C=CC3=CC=CC4=CC=C1C2=C34)=O)=O)COC(CCC(=O)[O-])=O)(C3=CC=CC=C3)C3=CC=C(C=C3)OC.C(C)[NH+](CC)CC